N-((5-methylpyridine-2-yl)sulfonyl)-5,5-diphenyl-4,5-dihydroisoxazole-3-carboxamide CC=1C=CC(=NC1)S(=O)(=O)NC(=O)C1=NOC(C1)(C1=CC=CC=C1)C1=CC=CC=C1